C(=O)C=1C=CC=2N(C3=CC=C(C=C3C2C1)C=O)CCCC 3,6-diformyl-9-butyl-carbazole